7-(3-(N-(4-methoxy-2,6-dimethylphenyl)sulfamoyl)phenyl)heptanoic acid COC1=CC(=C(C(=C1)C)NS(=O)(=O)C=1C=C(C=CC1)CCCCCCC(=O)O)C